(3S,5s)-5-(3-methyl-1H-pyrazol-4-yl)-1-(2-(6-(trifluoromethyl)imidazo[1,2-a]pyrazin-3-yl)pyrimidin-4-yl)piperidin-3-ol CC1=NNC=C1[C@@H]1C[C@@H](CN(C1)C1=NC(=NC=C1)C1=CN=C2N1C=C(N=C2)C(F)(F)F)O